(5-amino-6-methoxy-2-pyridinyl)-morpholino-methanone NC=1C=CC(=NC1OC)C(=O)N1CCOCC1